FC1=C(C=CC(=C1)OC1=CC(=NC=C1)NC1(CC1)C)NC=1C2=C(N=CN1)NC=C2C2CCN(CC2)C(C=C)=O 1-(4-(4-((2-fluoro-4-((2-((1-methylcyclopropyl)amino)pyridin-4-yl)oxy)phenyl)amino)-7H-pyrrolo[2,3-d]pyrimidin-5-yl)piperidin-1-yl)prop-2-en-1-one